C(C)(C)C1=C(C(=CC(=C1)C(C)C)C(C)C)Cl 1,3,5-triisopropylchlorobenzene